OCCOC1=C(C=C(C=C1C=1C2=CC=CC=C2C=2C=CC=CC2C1)S(=O)(=O)C1=CC(=C(OCCO)C(=C1)C=1C2=CC=CC=C2C=2C=CC=CC2C1)C=1C2=CC=CC=C2C=2C=CC=CC2C1)C=1C2=CC=CC=C2C=2C=CC=CC2C1 2-[4-[4-(2-hydroxyethoxy)-3,5-di(phenanthren-9-yl)phenyl]sulfonyl-2,6-di(phenanthren-9-yl)-phenoxy]ethanol